C1(CCC1)CN1N=C(C(=C1)N1C(SC=C1)C=1C=NNC1)OC N-[1-(cyclobutylmethyl)-3-methoxy-1H-pyrazol-4-yl]-2-(1H-pyrazol-4-yl)-1,3-thiazole